(3R,4R)-4-(2-chloro-3-fluorophenyl)-1-(2,2,2-trifluoroethyl)pyrrolidine-3-carboxylic acid ClC1=C(C=CC=C1F)[C@H]1[C@H](CN(C1)CC(F)(F)F)C(=O)O